ClC1=CN=CC(=N1)OC1C[C@H]2CCC[C@@H](C1)N2C(=O)OC(C)(C)C tert-butyl (1R,3r,5S)-3-((6-chloropyrazin-2-yl)oxy)-9-azabicyclo[3.3.1]nonane-9-carboxylate